C(C1=CC=CC=C1)C1COCCN1C1=NC=C2C(=N1)N(N=C2C=2C(=C(C(=C(C2)C(F)(F)F)F)O)F)C 3-(6-(3-Benzylmorpholino)-1-methyl-1H-pyrazolo[3,4-d]pyrimidin-3-yl)-2,6-difluoro-5-(trifluoromethyl)phenol